rac-6-(1-Isopropyl-1H-pyrazol-3-yl)-4-(3-methoxy-3-(methoxymethyl)pyrrolidin-1-yl)-5-methyl-2-(1-methyl-1H-imidazol-2-yl)thieno[2,3-d]pyrimidine C(C)(C)N1N=C(C=C1)C1=C(C2=C(N=C(N=C2N2C[C@](CC2)(COC)OC)C=2N(C=CN2)C)S1)C |r|